Cl[Sb](Cl)Cl trichlorostibane